bis(2,6-di-tert-butyl-4-methylphenoxy)(phenyl)aluminum C(C)(C)(C)C1=C(O[Al](C2=CC=CC=C2)OC2=C(C=C(C=C2C(C)(C)C)C)C(C)(C)C)C(=CC(=C1)C)C(C)(C)C